C12C(CC(CC1)C2)NS(=O)(=O)C2=CC=1C(C3=CC(=CC=C3C1C=C2)S(=O)(=O)NC2C1CCC(C2)C1)=NO N2,N7-di(bicyclo[2.2.1]heptan-2-yl)-9-(hydroxyimino)-9H-fluorene-2,7-disulfonamide